NC=1CC(=CC2=C(N1)C=C(C=C2)C2(CC2)C(NC=2C=NC=1CCNCC1C2)=O)C(=O)N(CCC)CCC 2-amino-N,N-dipropyl-8-(1-((5,6,7,8-tetrahydro-1,6-naphthyridin-3-yl)carbamoyl)cyclopropyl)-3H-benzo[b]azepin-4-carboxamide